BrCC1=CC=C(CO[Si](C)(C)C(C)(C)C)C=C1 ((4-(bromomethyl)benzyl)oxy)(tert-butyl)dimethylsilane